5-Fluoro-1-methyl-2-(4-(methylsulfonyl)phenyl)-6-(1-(8-(oxetan-3-yl)-8-azabicyclo[3.2.1]octan-3-yl)piperidin-4-yl)-1H-benzo[d]imidazol FC1=CC2=C(N(C(=N2)C2=CC=C(C=C2)S(=O)(=O)C)C)C=C1C1CCN(CC1)C1CC2CCC(C1)N2C2COC2